tristyryl-s-triazine C(=CC1=CC=CC=C1)C1=NC(=NC(=N1)C=CC1=CC=CC=C1)C=CC1=CC=CC=C1